pyrano[4,3-b]quinolinone C1(OC=CC2=NC=3C=CC=CC3C=C21)=O